ethyl 2-amino-2-(6,7-dihydro-5H-pyrrolo[1,2-c]imidazol-1-yl)acetate dihydrochloride Cl.Cl.NC(C(=O)OCC)C1=C2N(C=N1)CCC2